ClC=1C=C(C=2N(C1)C=C(N2)C(=O)N[C@]2(COCC2)C)C2=C(C=CC=C2)OCC(F)(F)F (R)-6-chloro-N-(3-methyltetrahydrofuran-3-yl)-8-(2-(2,2,2-trifluoroethoxy)phenyl)imidazo[1,2-a]pyridine-2-carboxamide